C(C=C)(=O)NC=1C(=CC(=C(C1)NC1=NC=C(C(=N1)N1CC(C2=CC=CC=C12)(C)C)C(=O)OC(C)C)OC)N(C)CCN(C)C isopropyl 2-((5-acrylamido-4-((2-(dimethylamino)ethyl)(methyl)amino)-2-methoxy-phenyl)amino)-4-(3,3-dimethylindolin-1-yl)pyrimidine-5-carboxylate